COC(C(C(C)C)C1=CC(=NO1)OCC1CCN(CC1)C(=O)OC(C)(C)C)=O tert-butyl 4-(((5-(1-methoxy-3-methyl-1-oxobutan-2-yl)isoxazol-3-yl)oxy)methyl)piperidine-1-carboxylate